CC=1C=CC2=C(C(C3=NC4=C(C(=CC=C4N=C3C2=O)N2CCN(CC2)C)C#N)=O)N1 2-methyl-9-(4-methylpiperazin-1-yl)-5,12-dioxo-5,12-dihydropyrido[2,3-b]phenazine-10-carbonitrile